O=C([C@H](CC1=CC=CC=C1)NC(OC(C)(C)C)=O)NS(=O)(=O)CC1=CC=CC=C1 (S)-tert-butyl 1-oxo-3-phenyl-1-(phenylmethylsulfonamido)propan-2-ylcarbamate